C(C)OC=1C=C(C=CC1OC)/C=C/C(=O)C1=CC=C(OCC(=O)O)C=C1 2-[4-[(E)-3-(3-Ethoxy-4-methoxyphenyl)prop-2-enoyl]phenoxy]acetic acid